tert-butyl N-cyclopropyl-N-[(3R)-1-[7-[(7-fluoro-2-methyl-indazol-5-yl)carbamoyl]-6-methoxy-2-methyl-indazol-4-yl]pyrrolidin-3-yl]carbamate C1(CC1)N(C(OC(C)(C)C)=O)[C@H]1CN(CC1)C=1C2=CN(N=C2C(=C(C1)OC)C(NC1=CC2=CN(N=C2C(=C1)F)C)=O)C